The molecule is a dihydroxyflavone that is vitexin having a beta-L-rhamnosyl residue attached at the 2''-position of the glucitol moiety and a methyl group attached at the O-7 position of the chromene. It has a role as a plant metabolite. It is a C-glycosyl compound, a dihydroxyflavone, a disaccharide derivative and a monomethoxyflavone. It derives from a vitexin. It is a conjugate acid of a 7-O-methylvitexin 2''-O-beta-L-rhamnoside(1-). C[C@H]1[C@@H]([C@H]([C@H]([C@H](O1)O[C@@H]2[C@H]([C@@H]([C@H](O[C@H]2C3=C(C=C(C4=C3OC(=CC4=O)C5=CC=C(C=C5)O)O)OC)CO)O)O)O)O)O